C1=C(C=CC2OC=C3C(=C21)C=CC=C3)C(=O)O Dibenzo[b,d]pyran-2-carboxylic acid